methyl 4-(2-(2-chlorophenyl)-4-oxopiperidin-1-yl)-2-fluorobenzoate ClC1=C(C=CC=C1)C1N(CCC(C1)=O)C1=CC(=C(C(=O)OC)C=C1)F